L-methionyltryptamine N[C@@H](CCSC)C(=O)NCCC1=CNC2=CC=CC=C12